C(=O)C1=C(C=CC(=N1)CNC(OC(C)(C)C)=O)OC1CC2(CN(C2)C(C(F)(F)F)=O)C1 tert-butyl ((6-formyl-5-((2-(2,2,2-trifluoroacetyl)-2-azaspiro[3.3]heptan-6-yl)oxy)pyridin-2-yl)methyl)carbamate